FC=1C=C(C(=NC1)OC)C=1N(C=CC1)C1=NC=2N(C=C1)N=C(C2)NC(C)=O (R)-N-(5-(2-(5-fluoro-2-methoxypyridin-3-yl)pyrrol-1-yl)pyrazolo[1,5-a]pyrimidin-2-yl)acetamide